methyl (S)-2-((2-((tert-butoxycarbonyl)amino)ethyl)(butyl)amino)hexanoate C(C)(C)(C)OC(=O)NCCN([C@H](C(=O)OC)CCCC)CCCC